N1=CC=C(C=C1)C=1C(=C2CCCC2=CC1)NC(=O)N=[S@@](=O)(N)C=1C=NN2C1OCCC2 (S)-N'-((5-(pyridin-4-yl)-2,3-dihydro-1H-inden-4-yl)carbamoyl)-6,7-dihydro-5H-pyrazolo[5,1-b][1,3]oxazine-3-sulfonimidamide